2-(4-{[(3R)-1-methylpiperidin-3-yl]amino}pyrido[3,4-d]pyridazin-1-yl)-5-(pyrimidin-2-yl)phenol CN1C[C@@H](CCC1)NC=1N=NC(=C2C1C=NC=C2)C2=C(C=C(C=C2)C2=NC=CC=N2)O